N-(4-(methylsulfonamido)benzo[d]thiazol-5-yl)methanesulfonamide CS(=O)(=O)NC1=C(C=CC2=C1N=CS2)NS(=O)(=O)C